3-Bromo-1-methylpyridin BrC=1CN(C=CC1)C